(4-chlorophenoxy)-propane-1,2-diol ClC1=CC=C(OC(C(C)O)O)C=C1